ClC=1C(=C(CN2[C@@H](C[C@@](CC2)(C(=O)O)CC2=NC(=CC(=C2F)C=2OC=CN2)NC2=NNC(=C2)C)C)C=CC1)F (2R,4R)-1-(3-chloro-2-fluorobenzyl)-4-((3-fluoro-6-((5-methyl-1H-pyrazol-3-yl)amino)-4-(oxazol-2-yl)pyridin-2-yl)methyl)-2-methylpiperidine-4-carboxylic acid